4-hydroxy-N-[(1S)-1-[4-(4-methyl-1,3-thiazol-5-yl)phenyl]ethyl]pyrrolidine-2-carboxamide hydrochloride Cl.OC1CC(NC1)C(=O)N[C@@H](C)C1=CC=C(C=C1)C1=C(N=CS1)C